CC(C(C)N)C=C 3-methyl-4-penten-2-amine